CC1=CC(=CC(=N1)O)O 6-methylpyridin-2,4-diol